BrC1=CC(=C(C(=C1)F)C(C(=O)N)C(C)(C)C)C#N (4-bromo-2-cyano-6-fluorophenyl)-3,3-dimethylbutanamide